5-{4-amino-5-[(4,4-difluoropiperidin-1-yl)methyl]pyrrolo[2,1-f][1,2,4]triazin-7-yl}-N-[1-(3,3-difluorocyclobutanecarbonyl)-4-fluoropiperidin-3-yl]-2-methoxypyridine-3-carboxamide NC1=NC=NN2C1=C(C=C2C=2C=C(C(=NC2)OC)C(=O)NC2CN(CCC2F)C(=O)C2CC(C2)(F)F)CN2CCC(CC2)(F)F